C(C1=CC=CC=C1)NC(=O)C1(CCC2=CC=C(C=C12)F)CO N-benzyl-6-fluoro-1-(hydroxymethyl)indane-1-carboxamide